NC=1C=C(C=C(C1)C(F)(F)F)[C@@H](CF)NC1=NC=NC2=CC(=C(C=C12)C[C@H]1COCC1)OC N-((S)-1-(3-amino-5-(trifluoromethyl)phenyl)-2-fluoroethyl)-7-methoxy-6-(((R)-tetrahydrofuran-3-yl)methyl)quinazolin-4-amine